(2-(propoxymethyl)pyrimidin-5-yl)boronic acid C(CC)OCC1=NC=C(C=N1)B(O)O